S1N=C(C2=C1C=CC=C2)[N+]#N benzisothiazolediazonium